FC=1C=CC(=C(C1)CC(=O)OC(C)(C)C)NC(C1=CC(=C(C=C1)N1C[C@H](CCC1)C)[N+](=O)[O-])=O tert-butyl (S)-2-(5-fluoro-2-(4-(3-methylpiperidin-1-yl)-3-nitrobenzamido) phenyl)acetate